C(C)(C)(C)C1=CC=C(OC2C(CCCC2)O)C=C1 2-(4-tert-butylphenoxy)cyclohexanol